C1(CC1)C(=O)NNC(C(C1=CC=C(C=C1)F)N1C[C@@H](N(C[C@H]1C)C(=O)OC(C)(C)C)C)=O tert-butyl (2S,5R)-4-(2-(2-(cyclopropanecarbonyl)hydrazineyl)-1-(4-fluorophenyl)-2-oxoethyl)-2,5-dimethylpiperazine-1-carboxylate